Cl.ClC1=CC=C(C2=C1N(C(=N2)N)C)C2COCC2 7-chloro-1-methyl-4-tetrahydrofuran-3-yl-benzoimidazol-2-amine hydrochloride